[N+](=O)([O-])N([C@@H](CCCNC(N)=N)C(=O)O)C nitro-monomethyl-L-arginine